CC=1SC(=CN1)C=1C=CC2=C(C1)COC1=NC(=CC=C12)OC1C[C@H]2CC[C@@H](C1)N2C(=O)OC(C)(C)C tert-butyl (1R,3s,5S)-3-((8-(2-methylthiazol-5-yl)-6H-isochromeno[3,4-b]pyridin-3-yl)oxy)-8-azabicyclo[3.2.1]octane-8-carboxylate